C(CO)(=O)OCC ethyl glycolate